Allyl (4-(4-iodophenyl)butanoyl)-L-lysinate IC1=CC=C(C=C1)CCCC(=O)N[C@@H](CCCCN)C(=O)OCC=C